ClC=1C=C(C=C(C1OC1=NNC(C(=C1)C1CCCCC1)=O)Cl)N1N=C(C(NC1=O)=O)CF 2-(3,5-dichloro-4-((5-cyclohexyl-6-oxo-1,6-dihydropyridazin-3-yl)oxy)phenyl)-6-(fluoromethyl)-1,2,4-triazin-3,5(2H,4H)-dione